ClC1=C(C=CC(=C1)Cl)[C@]1(OC[C@@H](O1)COC1=CC=C(C=C1)N1CCN(CC1)C(C)=O)CN1C=NC=C1 1-[4-(4-{[(2R,4S)-2-(2,4-Dichlorophenyl)-2-(1H-imidazol-1-ylmethyl)-1,3-dioxolan-4-yl]methoxy}phenyl)-1-piperazinyl]ethanone